C(#N)N1[C@H](CN(CC1)C(=O)OC(C)(C)C)CC#N tert-butyl (S)-4-cyano-3-(cyanomethyl)piperazine-1-carboxylate